N1(N=CN=C1)C=1C=NC=CN1 3-(1H-1,2,4-triazol-1-yl)pyrazin